Cis-7-fluoro-2-(1-fluoropropyl)-5-phenyl-6,7-dihydro-5H-pyrrolo[1,2-b][1,2,4]triazole F[C@H]1C[C@H](N2N=C(N=C21)C(CC)F)C2=CC=CC=C2